(1H-1,2,4-triazolyl)-3-tert-butyl-1-N-pentyl-1H-imidazole-5-carboxamide N1(N=CN=C1)C1N(C(=CN1C(C)(C)C)C(=O)N)CCCCC